CC1=CC=C(C=C1)S(=O)(=O)OCCN(CC1=CC=C(C=C1)OC)C=1C=C2C(N(C(C2=CC1)=O)C1C(NC(CC1)=O)=O)=O 2-((2-(2,6-dioxopiperidin-3-yl)-1,3-dioxoisoindolin-5-yl) (4-methoxybenzyl)amino)ethyl 4-methylbenzenesulfonate